ClC=1C=C2C(=NC1)NC(=C2C(=O)OC)C=O methyl 5-chloro-2-formyl-1H-pyrrolo[2,3-b]pyridine-3-carboxylate